methyl 4-(acetoxy(4-(4-amino-1-((2R,4S,5R)-4-hydroxy-5-(hydroxymethyl)-tetrahydrofuran-2-yl)-2-oxo-1,2-dihydropyrimidin-5-yl)but-3-yn-1-yl)amino)-4-oxobutanoate C(C)(=O)ON(C(CCC(=O)OC)=O)CCC#CC=1C(=NC(N(C1)[C@@H]1O[C@@H]([C@H](C1)O)CO)=O)N